2-bromo-5-methylpyridin-3-yl 2,4,6-tri-O-acetyl-3-azido-3-deoxy-1-thio-alpha-D-galactopyranoside C(C)(=O)O[C@H]1[C@@H](SC=2C(=NC=C(C2)C)Br)O[C@@H]([C@@H]([C@@H]1N=[N+]=[N-])OC(C)=O)COC(C)=O